(S)-6-fluoro-N-methyl-5-(4-((3-methyl-2-oxo-2,3-dihydro-1H-pyrrolo[1,2,3-de]quinoxalin-8-yl)methyl)piperazin-1-yl)pyridine FC1=C(C=CCN1C)N1CCN(CC1)CC=1C=C2C=3N([C@H](C(NC3C1)=O)C)C=C2